N-methoxyphenyl-amide CO[N-]C1=CC=CC=C1